tert-butyl 4-(5-fluoro-6-hydroxy-2-pyridyl)piperidine-1-carboxylate FC=1C=CC(=NC1O)C1CCN(CC1)C(=O)OC(C)(C)C